NC1=C2N=CN(C2=NC=N1)C[C@@H](C)OCP(OCCCSCCCCCCCCCCC#CC1=C(C=CC=C1)F)(O)=O 3-((12-(2-fluorophenyl)dodec-11-yn-1-yl)thio)propyl hydrogen ((((R)-1-(6-amino-9H-purin-9-yl)propan-2-yl)oxy)methyl)phosphonate